6-hept-1-ynyl-6-chlorohexanoate C(#CCCCCC)C(CCCCC(=O)[O-])Cl